4-(2-(dimethylamino)ethyl)piperidin CN(CCC1CCNCC1)C